CNC(=O)C=1C=NC=C(C1)C1=NC2=C(N1)C=CC=C2C N-methyl-5-(4-methyl-1H-1,3-benzodiazol-2-yl)pyridine-3-carboxamide